2-amino-3-(4-(dimethylcarbamoyl)phenyl)propanoic acid NC(C(=O)O)CC1=CC=C(C=C1)C(N(C)C)=O